ClC1=NC(=CC=C1C(=O)N(C)OC)Cl 2,6-dichloro-N-methoxy-N-methyl-pyridine-3-carboxamide